BrC1=C(SC=C1)CC(CO)N(C(OC(C)(C)C)=O)CC1=C(C=C(C=C1)OC)OC tert-butyl (1-(3-bromothiophen-2-yl)-3-hydroxypropan-2-yl)(2,4-dimethoxybenzyl)carbamate